CC1=CC=C(C=C1)S(=O)(=O)OC1CN(C1)C1=CC=2N(C=C1)C1=C(N2)C=CC(=C1)C 1-(8-Methylbenzo[4,5]imidazo[1,2-a]pyridin-3-yl)azetidin-3-yl 4-methylbenzenesulfonate